ClC=1C=C(CCNC(C(=O)C2=NN(C(=C2C)C2=CC=C(C=C2)Cl)C2=C(C=C(C=C2)Cl)Cl)=O)C=CC1 N-(3-chlorophenethyl)-2-(5-(4-chlorophenyl)-1-(2,4-dichlorophenyl)-4-methyl-1H-pyrazol-3-yl)-2-oxoacetamide